N-pentylbenzene-1,4-diamine C(CCCC)NC1=CC=C(C=C1)N